5-bromo-N-(naphthalen-2-ylmethyl)pentanamide BrCCCCC(=O)NCC1=CC2=CC=CC=C2C=C1